benzyl (S)-2-(((S)-1-(4-methoxyphenyl)-2-((1-methyl-1H-indol-4-yl)amino)-2-oxoethyl)carbamoyl)pyrrolidine-1-carboxylate COC1=CC=C(C=C1)[C@@H](C(=O)NC1=C2C=CN(C2=CC=C1)C)NC(=O)[C@H]1N(CCC1)C(=O)OCC1=CC=CC=C1